Fructose-methyloxime CON=C(CO)[C@@H](O)[C@H](O)[C@H](O)CO